(6,7-dichloro-9-methoxy-1-methyl-1,3,4,5-tetrahydro-2H-pyrido[4,3-b]indol-2-yl)(5-methoxypyrimidin-2-yl)methanone ClC1=C(C=C(C=2C3=C(NC12)CCN(C3C)C(=O)C3=NC=C(C=N3)OC)OC)Cl